(R)-6-(Tert-Butoxycarbonyl)-6-Azaspiro[2.5]Octane-5-Carboxylic Acid C(C)(C)(C)OC(=O)N1[C@H](CC2(CC2)CC1)C(=O)O